3-((tert-butoxycarbonyl)amino)-5-(3-(6-(trifluoromethyl)pyridin-3-yl)cyclobutoxy)-1H-indole-1-carboxylic acid tert-butyl ester C(C)(C)(C)OC(=O)N1C=C(C2=CC(=CC=C12)OC1CC(C1)C=1C=NC(=CC1)C(F)(F)F)NC(=O)OC(C)(C)C